CC1=CC=C(C=2NN=NC21)C 4,7-dimethyl-benzotriazol